1-{[1-(4-chloro-3-fluorophenyl)-3-methyl-1H-1,2,4-triazol-5-yl]methyl}-3-{[1-(6-fluoroquinolin-3-yl)-1H-1,2,4-triazol-5-yl]methyl}urea ClC1=C(C=C(C=C1)N1N=C(N=C1CNC(=O)NCC1=NC=NN1C=1C=NC2=CC=C(C=C2C1)F)C)F